sodium di(2-ethylhexyl) phosphate P(=O)(OCC(CCCC)CC)(OCC(CCCC)CC)[O-].[Na+]